BrC=1C(=C(C=NC1)C(=O)OC)CBr Methyl 5-bromo-4-(bromomethyl)pyridine-3-carboxylate